C1(=CC=CC=C1)C#CC1=C(C(=CC=C1)Cl)C(C)(C)O 2-(2-(phenylethynyl)-6-chloro-phenyl)propan-2-ol